4-bromo-5-fluoropyridine-2(1H)-one BrC1=CC(NC=C1F)=O